FC(C=1C=C(C=CC1)NC1=C(C=CC=C1)C=C)(F)F N-[3-(trifluoromethyl)phenyl]-2-vinyl-aniline